CN1CC=CC(=C1)N1CCC(CC1)CN1CCC(CC1)C1=NC2=CC=CC=C2C(N1)=O N-methyl-5-(4-((4-(4-oxo-3,4-dihydro-quinazolin-2-yl)piperidin-1-yl)methyl)piperidin-1-yl)pyridine